CCCCCCCCC(CCCCCCCCC)N cis-9-octadecylamine